N[C@@H](C(C)C)C(=O)P(=O)(Cl)Cl valylphosphoryl chloride